((3R,4R)-1-(4-(3'-chloro-5-fluoro-2-methoxy-4'-(3-methyl-2-oxo-2,3-dihydro-1H-imidazol-1-yl)-[1,1'-biphenyl]-3-yl)pyridin-2-yl)-4-hydroxypiperidin-3-yl)carbamic acid tert-butyl ester C(C)(C)(C)OC(N[C@@H]1CN(CC[C@H]1O)C1=NC=CC(=C1)C=1C(=C(C=C(C1)F)C1=CC(=C(C=C1)N1C(N(C=C1)C)=O)Cl)OC)=O